The molecule is a N-(fatty acyl)-L-serine(1-) that is the conjugate base of N-arachidonoyl-L-serine, resulting from the derotonation of the carboxy group. Major species at pH 7.3. It derives from an arachidonate. It is a conjugate base of a N-arachidonoyl-L-serine. CCCCC/C=C\\C/C=C\\C/C=C\\C/C=C\\CCCC(=O)N[C@@H](CO)C(=O)[O-]